C(C)(=O)O[C@@H]1[C@H](O[C@@H]2OC(O[C@@H]21)(C)C)[C@@H](CO)O [(3aR,5R,6R,6aR)-5-[(1R)-1,2-Dihydroxyethyl]-2,2-dimethyl-3a,5,6,6a-tetrahydro-furo[2,3-d][1,3]dioxol-6-yl] acetate